α-butyl cyanoacrylate C(#N)C(C(=O)OCCCC)=C